2-amino-6-butyl-N-(2,2-difluorobenzo[d][1,3]dioxol-4-yl)nicotinamide NC1=C(C(=O)NC2=CC=CC=3OC(OC32)(F)F)C=CC(=N1)CCCC